1,1'-(3,3'-ditrifluoromethyl[1,1'-biphenyl]-4,4'-diyl)bis{4-amino-3-[(E)-diazenyl]naphthalene-2-sulfonic acid} FC(C=1C=C(C=CC1C1=C(C(=C(C2=CC=CC=C12)N)\N=N\[H])S(=O)(=O)O)C1=CC(=C(C=C1)C1=C(C(=C(C2=CC=CC=C12)N)\N=N\[H])S(=O)(=O)O)C(F)(F)F)(F)F